2-methyl-4-oxo-4-(1-(4-((trifluoromethyl)thio)phenyl)cyclobutoxy)but-2-enoic acid CC(C(=O)O)=CC(OC1(CCC1)C1=CC=C(C=C1)SC(F)(F)F)=O